(+)-methionine N[C@@H](CCSC)C(=O)O